N-benzyl-3-oxo-2-phenethyl-4-phenyl-3,5-dihydropyrido[4,3-b]indole-1-carboxamide C(C1=CC=CC=C1)NC(=O)C=1N(C(C(=C2NC=3C=CC=CC3C21)C2=CC=CC=C2)=O)CCC2=CC=CC=C2